C(#N)C[C@H](C1CCCC1)N1N=CC(=C1)C=1C2=C(N=CN1)N(C=C2)CCC(C(=O)O)(C)C.C(C2=CC=CC=C2)(=O)O[C@H](C(=O)O)[C@@H](C(=O)O)OC(C2=CC=CC=C2)=O (2S,3S)-2,3-Bis(benzoyloxy)succinic acid (R)-(4-(1-(2-cyano-1-cyclopentylethyl)-1H-pyrazol-4-yl)-7H-pyrrolo[2,3-d]pyrimidin-7-yl)methyl-pivalate